NC1=C2C(=NC3=C1C(=C(N3CCC(=O)N(C)C)C)C)CCCCC2 3-(4-amino-2,3-dimethyl-6,7,8,9-tetrahydrocyclohepta[b]pyrrolo[3,2-e]pyridin-1(5H)-yl)-N,N-dimethylpropanamide